CS(=O)(=O)OC[C@H]1COCCC1 [(3R)-tetrahydropyran-3-yl]methyl methanesulfonate